[7-fluoro-4-methyl-8-(2,3,4,7-tetrahydro-1H-azepin-5-yl)chroman-6-yl]-N4,6-dimethyl-pyrimidine-2,4-diamine FC1=C(C=C2C(CCOC2=C1C=1CCCNCC1)C)C=1C(=NC(=NC1C)N)NC